2-chloro-1-cyclohexyl-4-(1,2,2-trichloroethyl)benzene ClC1=C(C=CC(=C1)C(C(Cl)Cl)Cl)C1CCCCC1